3-(1,1,2,2-tetrafluoroethoxy)-phenylamine FC(C(F)F)(OC=1C=C(C=CC1)N)F